3-methacryloxypropyl-trimethoxysilane C(C(=C)C)(=O)OCCC[Si](OC)(OC)OC